4-cyano-N-[4-(4-methylpiperazin-1-yl)-2-(4-methylpiperidin-1-yl)phenyl]-1H-pyrrole-2-carboxamide C(#N)C=1C=C(NC1)C(=O)NC1=C(C=C(C=C1)N1CCN(CC1)C)N1CCC(CC1)C